BrC=1C(=NN(C1)C=1C=C(C=C(C1)OCCOC)NC(C=C)=O)[N+](=O)[O-] N-(3-(4-bromo-3-nitro-1H-pyrazol-1-yl)-5-(2-methoxyethoxy)phenyl)acrylamide